3-(3,5-Dimethoxyphenyl)-N-(2-nitrophenyl)-1H-pyrrolo[2,3-b]Pyridin-6-amine COC=1C=C(C=C(C1)OC)C1=CNC2=NC(=CC=C21)NC2=C(C=CC=C2)[N+](=O)[O-]